5-bromo-3-fluoropyrazolo[1,5-a]pyridine BrC1=CC=2N(C=C1)N=CC2F